1-(4-phenylthiophenyl)-(3-cyclopentyl)-propane-1,2-dione C1(=CC=CC=C1)SC1=CC=C(C=C1)C(C(CC1CCCC1)=O)=O